2-((5-(4-chloro-2-fluoro-phenyl)-3-methyl-triazol-4-yl)methyl)-5-(6-methoxy-3-pyridyl)pyridazin-3-one ClC1=CC(=C(C=C1)C1=C(N(N=N1)C)CN1N=CC(=CC1=O)C=1C=NC(=CC1)OC)F